(N-(5-(5-chloro-2-cyclopropylbenzofuran-6-yl)pyrazin-2-yl)-2,6-difluorobenzoylamino)methylphosphonic acid (bis-tromethamine) salt NC(CO)(CO)CO.NC(CO)(CO)CO.ClC=1C(=CC2=C(C=C(O2)C2CC2)C1)C=1N=CC(=NC1)N(C(C1=C(C=CC=C1F)F)=O)CP(O)(O)=O